C(C)(C)(C)OC(=O)\N=C/1\N(C(C[C@](N1)(CCCCO)CC)=O)[C@@H]1CCOC2=CC=C(C=C12)C(=O)OC methyl (R)-4-((R,E)-2-((tert-butoxycarbonyl)imino)-4-ethyl-4-(4-hydroxybutyl)-6-oxotetrahydropyrimidin-1(2H)-yl)chromane-6-carboxylate